N1C=NC2=C1C=CC(=C2)N2C(NCC2C2=C(C=CC=C2)F)=O 1-(1H-benzo[d]imidazol-5-yl)-5-(2-fluorophenyl)imidazolidin-2-one